(R)-3-(3-chloro-4-(6-(1-methylcyclopropoxy)-9-((4-methylpyridin-2-yl)methyl)-9H-purin-8-yl)phenoxy)pyrrolidin-2-one ClC=1C=C(O[C@H]2C(NCC2)=O)C=CC1C=1N(C2=NC=NC(=C2N1)OC1(CC1)C)CC1=NC=CC(=C1)C